N1CCC(CC1)COC1CCN(CC1)C(=O)OC(C)(C)C Tert-butyl 4-(piperidin-4-ylmethoxy)-piperidine-1-carboxylate